Diethyl 1-[2-(4-chloro-3-fluorophenyl)-2-oxoethyl]-4-(2,2-difluorocyclopropyl)-1H-pyrazole-3,5-dicarboxylate ClC1=C(C=C(C=C1)C(CN1N=C(C(=C1C(=O)OCC)C1C(C1)(F)F)C(=O)OCC)=O)F